C(C)/C(/C=O)=C/C(C\C=C/C)CC (2Z,6Z)-2,4-diethylocta-2,6-dienal